ClC1=C(C(=O)O)C=C(C=C1)N(C1=NOC(C1)(C(F)(F)F)C1=CC(=CC(=C1)Cl)Cl)CC1CC1 2-chloro-5-[cyclopropylmethyl-[5-(3,5-dichlorophenyl)-5-(trifluoromethyl)-4H-isoxazol-3-yl]amino]benzoic acid